C(#N)C=1C=C(C=NC1)[C@H]1N(OCC1)C(=O)C1CCN(CC1)C1=NC=C(C(=N1)OCC(=O)N)F 2-[2-[4-[(3S)-3-(5-cyano-3-pyridinyl)isoxazolidine-2-carbonyl]-1-piperidinyl]-5-fluoro-pyrimidin-4-yl]oxyacetamide